(1R,3S)-3-(5-(1-(3,6,9,12-tetraoxapentadec-14-yn-1-yl)-1H-pyrazole-4-carboxamido)-1-(tert-butyl)-1H-pyrazol-3-yl)cyclopentyl isopropylcarbamate C(C)(C)NC(O[C@H]1C[C@H](CC1)C1=NN(C(=C1)NC(=O)C=1C=NN(C1)CCOCCOCCOCCOCC#C)C(C)(C)C)=O